BrC1=CC(=CC=2N=C3N(CCC[C@H]3O)C21)C(=O)OC Methyl (R)-9-bromo-4-hydroxy-1,2,3,4-tetrahydrobenzo[4,5]imidazo[1,2-a]pyridine-7-carboxylate